N1(CCC(CC1)C(=O)O)C(=O)O piperidine-1,4-dicarboxylic acid